methyl 2-amino-4-bromo-5-fluoro-3-methyl-benzoate NC1=C(C(=O)OC)C=C(C(=C1C)Br)F